2,6-dichloro-4-cyclopropylpyridine ClC1=NC(=CC(=C1)C1CC1)Cl